L-isoleucine chloride N[C@@H]([C@@H](C)CC)C(=O)Cl